2-(3,4-dihydroxyphenyl)-5,7-dihydroxy-4-oxo-4H-chromen OC=1C=C(C=CC1O)C=1OC2=CC(=CC(=C2C(C1)=O)O)O